[C@@H]1([C@H](O)[C@H](O)[C@@H](CO)O1)C1CNC(=O)NC1=O 5,2-dihydrodihydropseudouridine